methyl (S)-2-(4-amino-3-fluorophenyl)propanoate NC1=C(C=C(C=C1)[C@@H](C(=O)OC)C)F